BrC1=CC=C(C=C1)C1=NNC(=N1)C(F)(F)F 3-(4-bromophenyl)-5-(trifluoromethyl)-1H-1,2,4-triazole